C(C)OC(CC1=CC1)=O 2-Cyclopropenylacetic acid ethyl ester